3-(trimethylsilyl)n-propanol acetate C(C)(=O)OCCC[Si](C)(C)C